C(C)OC1=C(OC=2C=C(C=CC2)C2=CN=CC(=N2)NC(C(C)(C)C2=CC=C(C=C2)CC(C(=O)O)(C)C)=O)C=CC=C1 3-(4-(1-((6-(3-(2-ethoxyphenoxy)phenyl)pyrazin-2-yl)amino)-2-methyl-1-oxopropan-2-yl)phenyl)-2,2-dimethylpropanoic acid